CN1C(=NC2=C(C=C(C=C2C1=O)C)[C@@H](C)NC=1C(=NC(=CC1)Cl)C(=O)O)C=1C=NC(=NC1)C 3-{(R)-1-[3-methyl-6-methyl-2-(2-methyl-5-pyrimidinyl)-4-oxo-8-quinazolinyl]ethylamino}-6-chloro-2-pyridinecarboxylic acid